2-Oxo-2-[rac-(2R,5S)-5-methyl-2-(1-methylcyclopropyl)-1-piperidyl]acetamide 2,2,2-Trifluoroethyl-2-oxo-2-[rac-(2R,5S)-5-methyl-2-(1-methylcyclopropyl)-1-piperidyl]acetate FC(COC(C(N1[C@H](CC[C@@H](C1)C)C1(CC1)C)=O)=O)(F)F.O=C(C(=O)N)N1[C@H](CC[C@@H](C1)C)C1(CC1)C |r|